N-(2-(diethylamino)-4-((4-(trifluoromethyl)benzyl)amino)phenyl)heptanamide C(C)N(C1=C(C=CC(=C1)NCC1=CC=C(C=C1)C(F)(F)F)NC(CCCCCC)=O)CC